3-(1'-((1-methyl-1H-indol-4-yl)methyl)-7-oxo-5,7-dihydro-2H,6H-spiro[furo[2,3-f]isoindole-3,4'-piperidin]-6-yl)piperidine-2,6-dione CN1C=CC2=C(C=CC=C12)CN1CCC2(CC1)COC1=CC=3C(N(CC3C=C12)C1C(NC(CC1)=O)=O)=O